(R)-N-(1-(3-(difluoromethyl)-2-fluorophenyl)ethyl)-6-(2,3-dihydrobenzo[b][1,4]dioxin-6-yl)-2-methylpyrido[2,3-d]pyrimidin-4-amine FC(C=1C(=C(C=CC1)[C@@H](C)NC=1C2=C(N=C(N1)C)N=CC(=C2)C2=CC1=C(OCCO1)C=C2)F)F